(R)-1-((2-(2'-chloro-2-methyl-3'-(6-methyl-4,5,6,7-tetrahydro-2H-pyrazolo[3,4-c]pyridin-2-yl)biphenyl-3-yl)-7-cyanobenzo[d]oxazol-5-yl)methyl)pyrrolidine-3-carboxylic acid ClC1=C(C=CC=C1N1N=C2CN(CCC2=C1)C)C1=C(C(=CC=C1)C=1OC2=C(N1)C=C(C=C2C#N)CN2C[C@@H](CC2)C(=O)O)C